(2S,3R)-methyl-2,3-dihydroxy-4-phenylbutanoate COC([C@H]([C@@H](CC1=CC=CC=C1)O)O)=O